C(C)N(C(=O)C=1N=C(C=2N(C1)C(=CN2)C=2C=CC(=NC2)NC(OC)=O)C)C2=CC(=C(C=C2)F)OC methyl N-[5-[6-[ethyl-(4-fluoro-3-methoxy-phenyl)carbamoyl]-8-methyl-imidazo[1,2-a]pyrazin-3-yl]-2-pyridyl]carbamate